ClC1=C(C=CC=C1)C1=CSC2N=CN=C(C21)N2CCN(CC2)C(C=C)=O 1-(4-(5-(2-chlorophenyl)-4a,7a-dihydrothieno[2,3-d]pyrimidin-4-yl)piperazin-1-yl)prop-2-en-1-one